CC1=C(C(=C(C=C1)C1=CC=CC=C1)C)C(=O)N dimethyl-[1,1'-biphenyl]-3-carboxamide